C[C@H]1CC[C@@H](NC1)C=1C=CC2=CN(N=C2C1)C1CC(N(CC1)C)(C)C 6-((2R,5S)-5-methylpiperidin-2-yl)-2-(1,2,2-trimethylpiperidin-4-yl)-2H-indazole